2-((7-(3-chloro-4-fluorophenyl)-4,5,6,7-tetrahydrothiazolo[4,5-c]pyridin-2-yl)amino)-2-oxoethyl methylsulfamate CNS(OCC(=O)NC=1SC2=C(CNCC2C2=CC(=C(C=C2)F)Cl)N1)(=O)=O